5-chloro-3-(cyclohex-1-en-1-yl)-7-methoxy-6-(4-methoxyphenyl)-2-(pyridin-2-yl)pyrazolo[1,5-a]pyrimidine ClC1=NC=2N(C(=C1C1=CC=C(C=C1)OC)OC)N=C(C2C2=CCCCC2)C2=NC=CC=C2